(trifluoromethyl)-[3,4'-bipyridine]-3'-carboxamide FC(F)(F)C1=NC=CC=C1C1=C(C=NC=C1)C(=O)N